(tetrahydro-pyran-4-yl)-prop-2-yn-1-ol O1CCC(CC1)C(C#C)O